C1(=CC=CC=C1)C1=CC(N(C=N1)C[C@@H]1CCN(CC12CCCC2)C(=O)N2[C@@H](CNCC2)C2=CC=CC=C2)=O 6-phenyl-3-(((R)-7-((R)-2-phenylpiperazine-1-carbonyl)-7-azaspiro[4.5]decan-10-yl)methyl)pyrimidin-4(3H)-one